tert-butyl 4-[4-(4-benzyloxy-2-fluoro-phenyl)-3,6-dihydro-2H-pyridine-1-carbonyl]piperidine-1-carboxylate C(C1=CC=CC=C1)OC1=CC(=C(C=C1)C=1CCN(CC1)C(=O)C1CCN(CC1)C(=O)OC(C)(C)C)F